2,3-dimethoxy-12h-[1,3]dioxolo[5,6]indeno[1,2-c]isoquinolin-6-ium COC1=C(C=C2C3=C(C4=CC5=C(C=C4C3)OCO5)[NH+]=CC2=C1)OC